BrC=1C=C2C(=CC1)NC(C21SC(=NN1)C1=CC=CC=C1)=O 5-Bromo-5'-phenyl-spiro[3H-indole-3,2'(3'H)-[1,3,4]thiadiazol]-2(1H)-one